(3R)-1-(6-{[6-(3-fluoro-2-methylphenyl)-5-(trifluoromethyl)pyridin-2-yl]Sulfamoyl}pyridin-2-yl)-3-methylpiperidine-3-carboxylic acid FC=1C(=C(C=CC1)C1=C(C=CC(=N1)NS(=O)(=O)C1=CC=CC(=N1)N1C[C@@](CCC1)(C(=O)O)C)C(F)(F)F)C